(S)-4-(6-((R)-4-(4-methylpyrazolo[1,5-a]pyridin-2-yl)-1,4,6,7-tetrahydro-5H-imidazo[4,5-c]pyridin-5-yl)pyrimidin-4-yl)-2-phenylmorpholine CC=1C=2N(C=CC1)N=C(C2)[C@@H]2N(CCC1=C2N=CN1)C1=CC(=NC=N1)N1C[C@@H](OCC1)C1=CC=CC=C1